FC(C(=O)O)(F)F.FC(C(=O)O)(F)F.N[C@@H](C(=O)N[C@@H](C(=O)N)CC(C)C)CC1=CC=CC=C1 (R)-2-((R)-2-amino-3-phenylpropionamido)-4-methylpentanamide ditrifluoroacetate